2-(3,4-dimethoxyphenyl)indolizine COC=1C=C(C=CC1OC)C=1C=C2C=CC=CN2C1